CN1C2=C(OCC1)C=C(C=N2)C(=O)NC(CC2=CC=CC=C2)(C)C 4-methyl-N-(2-methyl-1-phenylpropan-2-yl)-3,4-dihydro-2H-pyrido[3,2-b][1,4]oxazine-7-carboxamide